(3-(azetidin-1-ylmethyl)pyridin-2-yl)boronic acid N1(CCC1)CC=1C(=NC=CC1)B(O)O